NC(COCCO)N hydroxyethyl bis-aminoethyl ether